(S)-N-(Benzo[d]thiazol-5-ylmethyl)-N-(4,4-difluorocyclohexyl)-1-((R)-4-methoxy-N-methylphenylsulfonimidoyl)pyrrolidine-2-carboxamide S1C=NC2=C1C=CC(=C2)CN(C(=O)[C@H]2N(CCC2)[S@](=O)(=NC)C2=CC=C(C=C2)OC)C2CCC(CC2)(F)F